5-[(2R,5S)-1-[2-[(6-amino-5-ethyl-3-pyridyl)amino]-2-oxo-acetyl]-5-methyl-2-piperidyl]-N-methyl-thiophene-2-carboxamide NC1=C(C=C(C=N1)NC(C(=O)N1[C@H](CC[C@@H](C1)C)C1=CC=C(S1)C(=O)NC)=O)CC